2-(1-(3-bromophenyl)cyclopropyl)-5,6,7,8-tetrahydropyrido[4,3-d]pyrimidin-4(3H)-one BrC=1C=C(C=CC1)C1(CC1)C=1NC(C2=C(N1)CCNC2)=O